ClC1=C2C=C(N(C2=CC=C1OC)C)C(=O)NC1(COC1)C1=CC=C(C=C1)[C@H](C(=O)OCC=C)CC |r| (±)-allyl 2-[4-[3-[(4-chloro-5-methoxy-1-methyl-indole-2-carbonyl)amino] oxetan-3-yl]phenyl]butanoate